COC(=O)N1C(OC(C1=O)C)=O N-methoxycarbonyl-5-methyloxazolidine-2,4-dione